NC=1C2=C(N=CN1)C(=CS2)C(=O)NC2=C1C=CN=CC1=CC=C2C 4-Amino-N-(6-Methylisoquinolin-5-yl)thieno[3,2-d]pyrimidin-7-carboxamid